(4-benzoyl-4,7-diazaspiro[2.5]octan-7-yl)(7-(3,4-dimethoxyphenyl)pyrazolo[1,5-a]pyrimidin-2-yl)methanone C(C1=CC=CC=C1)(=O)N1C2(CC2)CN(CC1)C(=O)C1=NN2C(N=CC=C2C2=CC(=C(C=C2)OC)OC)=C1